NC=1C=2N(C(=CN1)C1=CCC(CC1)NC)C(=NC2C2=C(C=C(C=C2)NS(=O)(=O)CC2=CC(=CC=C2)OC)F)C(C)C N-(4-(8-Amino-3-isopropyl-5-(4-(methylamino)cyclohex-1-en-1-yl)imidazo[1,5-a]pyrazin-1-yl)-3-fluorophenyl)-1-(3-methoxyphenyl)methansulfonamid